2-Methyl-4-(1-(4-(methylthio)phenyl)vinyl)quinazoline CC1=NC2=CC=CC=C2C(=N1)C(=C)C1=CC=C(C=C1)SC